4-fluoro-2-ethoxy-1,3,2-dioxaphosphorinane phosphate P(=O)(O)(O)O.FC1OP(OCC1)OCC